1-(2-(4'-fluoro-2'-(4-methyl-4H-1,2,4-triazol-3-yl)-[1,1'-biphenyl]-3-yl)-7-(trifluoromethyl)benzo[d]oxazol-5-yl)-N-((1-methoxycyclobutyl)methyl)methylamine FC1=CC(=C(C=C1)C1=CC(=CC=C1)C=1OC2=C(N1)C=C(C=C2C(F)(F)F)CNCC2(CCC2)OC)C2=NN=CN2C